1-(4-fluoropyridin-2-yl)piperazine FC1=CC(=NC=C1)N1CCNCC1